[Fe].[Pt].[Ni] nickel-platinum-iron